6-naphthalat C1=CC=CC2=CC(=CC=C12)C(=O)[O-]